CC(C(=O)O)(O)C methyllactic acid